CN1N=C(C(=C1)CN1C2CN(CC1C2)C2=CC=C(C=N2)C=2C=1N(C=C(C2)OCC(C)(C)O)N=CC1C#N)C 4-(6-(6-((1,3-dimethyl-1H-pyrazol-4-yl)methyl)-3,6-diazabicyclo[3.1.1]heptan-3-yl)pyridin-3-yl)-6-(2-hydroxy-2-methylpropoxy)pyrazolo[1,5-a]pyridine-3-carbonitrile